3-CHLORO-1H-PYRROLE-2-CARBALDEHYDE ClC1=C(NC=C1)C=O